4-(3-(3-(3-(tert-butyl)-1-phenyl-1H-pyrazol-5-yl)ureido)phenoxy)-N-methylpyridinamide C(C)(C)(C)C1=NN(C(=C1)NC(NC=1C=C(OC2=CC(=NC=C2)C(=O)NC)C=CC1)=O)C1=CC=CC=C1